N,N-DIETHYLANILIN CCN(CC)C1=CC=CC=C1